N-(Bromoacetyl)-L-valyl-L-alanyl-N6-{(2S)-2-amino-4-[{(1R)-1-[1-benzyl-4-(2,5-difluorophenyl)-1H-pyrrol-2-yl]-2,2-dimethylpropyl}(glycoloyl)amino]butanoyl}-L-lysine BrCC(=O)N[C@@H](C(C)C)C(=O)N[C@@H](C)C(=O)N[C@@H](CCCCNC([C@H](CCN(C(CO)=O)[C@H](C(C)(C)C)C=1N(C=C(C1)C1=C(C=CC(=C1)F)F)CC1=CC=CC=C1)N)=O)C(=O)O